FC(CNC(=O)N1CC2(CC2)[C@@H]([C@@H]1CC=1C(=C(C=CC1)C1=CC=CC=C1)F)NS(=O)(=O)CF)(C)F (6S,7S)-N-(2,2-difluoropropyl)-6-((2-fluoro-[1,1'-biphenyl]-3-yl)methyl)-7-((fluoromethyl)sulfonamido)-5-azaspiro[2.4]heptane-5-carboxamide